phenethylamine cesium lead chloride bromide [Pb](Br)Cl.[Cs].C(CC1=CC=CC=C1)N